1-(3,3-difluoropyrrolidin-1-yl)-2-(4-(4-(7-fluoroisoquinolin-4-yl)phenyl)-1H-pyrazol-1-yl)ethan-1-one FC1(CN(CC1)C(CN1N=CC(=C1)C1=CC=C(C=C1)C1=CN=CC2=CC(=CC=C12)F)=O)F